ethyl 4-((6-fluoroquinolin-8-yl)carbamoyl)thiazole-2-carboxylate FC=1C=C2C=CC=NC2=C(C1)NC(=O)C=1N=C(SC1)C(=O)OCC